tert-Butyl 2-benzoyl-5H,6H,7H-pyrrolo[3,4-d]pyrimidine-6-carboxylate C(C1=CC=CC=C1)(=O)C=1N=CC2=C(N1)CN(C2)C(=O)OC(C)(C)C